CC1=CC(=NN1C1=CC=C(C=C1)OC(F)(F)F)N1CCNCC1 1-[5-methyl-1-[4-(trifluoromethoxy)phenyl]pyrazol-3-yl]piperazine